C1(=CC=CC2=CC=CC=C12)S(=O)(=O)OC1=C(C=CC=C1)NC(=O)NC1=C(C=CC=C1)OS(=O)(=O)C1=CC=CC2=CC=CC=C12 N,N'-di-[2-(1-naphthalenesulfonyloxy)phenyl]urea